C(CCCCCCCCCCCCCCCCCCCCCCCO)O tetracosan-1,24-diol